tert-butyl 4-[7-([8-fluoro-2-methylimidazo[1,2-a]pyridin-6-yl]carbamoyl)-2-methylindazol-4-yl]-3,6-dihydro-2H-pyridine-1-carboxylate FC=1C=2N(C=C(C1)NC(=O)C1=CC=C(C3=CN(N=C13)C)C=1CCN(CC1)C(=O)OC(C)(C)C)C=C(N2)C